COC(=O)C=1C=C2C(C(=C(OC2=CC1)SCC)C(C)NC1=CC(=CC(=C1)F)F)=O [1-(3,5-difluoroanilino)ethyl]-2-ethylsulfanyl-4-oxo-chromene-6-carboxylic acid methyl ester